BrC1=CC2=C(NC(=N2)C)C(=C1F)F 5-bromo-6,7-difluoro-2-methyl-1H-benzo[d]imidazole